CC=1C=C(C#N)C=C(C1)O 3-methyl-5-hydroxy-benzonitrile